Methyl 2-anilino-2-phenyl-acetate N(C1=CC=CC=C1)C(C(=O)OC)C1=CC=CC=C1